3-Chloro-2-hydroxypropyl methacrylate (3-Chloro-2-hydroxypropyl methacrylate) ClCC(CC=C(C(=O)O)C)O.C(C(=C)C)(=O)OCC(CCl)O